propylaminodimethylsilane C(CC)N[SiH](C)C